COC=1C=C2C(=CC=NC2=CC1OCCCC)OC1=C(C=C(C=C1)NC(=O)NS(=O)(=O)CC1=CC=C(C=C1)C)F 1-[4-(6-methoxy-7-butoxyquinoline-4-oxy)-3-fluorophenyl]-3-[(4-methylbenzyl)sulfonyl]urea